(hydroxymethyl)-1,3-propanediol OCC(CCO)O